2-(4-Fluorophenyl)-5,6,7,8-tetrahydropyrazolo[5,1-b][1,3]oxazepin FC1=CC=C(C=C1)C1=NN2C(OCCCC2)=C1